(4-(1H-pyrazol-1-yl)butoxy)quinazoline N1(N=CC=C1)CCCCOC1=NC2=CC=CC=C2C=N1